COC1=C(C(=CC=C1)OC)S(=O)(=O)Cl 2,6-dimethoxybenzene-1-sulfonyl chloride